OC(C(=O)C(O)(C[N+](C)(C)C)CC([O-])=O)=CCCCCCCCCCCCCCCC 2-hydroxyoctadecenoyl-Carnitine